F[B-](F)(F)F.C1(=C(C(=CC(=C1)C)C)C=1C2=CC(=CC=C2[N+](=C2C=CC(=CC12)C)C1=CC=CC=C1)C)C 9-mesityl-2,7-dimethyl-10-phenylacridinium tetrafluoroborate